1-(2-Chlorobenzoyl)-N-[(4-fluorophenyl)methyl]-N-methyl-3-[1-(morpholin-4-carbonyl)-3-(trifluoromethyl)piperazin-2-yl]-1H-pyrazol-5-amin ClC1=C(C(=O)N2N=C(C=C2N(C)CC2=CC=C(C=C2)F)C2N(CCNC2C(F)(F)F)C(=O)N2CCOCC2)C=CC=C1